4-methyl-4-ethyl-piperidine CC1(CCNCC1)CC